C1(=CC=CC=C1)P(C(C1=C(C=C(C=C1C)C)C)=O)(C1=CC=CC=C1)=O Diphenyl-(2,4,6-Trimethylbenzoyl)phosphin oxid